3-(5-((4-((4'-amino-5,5-dimethyl-3,4,5,6-tetrahydro-[1,1'-biphenyl]-2-yl)methyl)piperazin-1-yl)methyl)-1-oxoisoindolin-2-yl)piperidine-2,6-dione NC1=CC=C(C=C1)C1=C(CCC(C1)(C)C)CN1CCN(CC1)CC=1C=C2CN(C(C2=CC1)=O)C1C(NC(CC1)=O)=O